1,2-difluoro-vinylene carbonate C1(OC(=C(F)O1)F)=O